cis-octadecane CCCCCCCCCCCCCCCCCC